NC(CC(=O)O)C(NC(COC(CC(C)C)=O)C)=O 3-Amino-3-({1-[(3-methylbutanoyl)oxy]propan-2-yl}carbamoyl)propanoic acid